FC1=C(C=C(C=C1)NS(=O)(=O)CC1=CC=CC=C1)C=1C=C2C=NC(=NC2=CC1)N[C@@H]1CNCCC1 (S)-N-(4-Fluoro-3-(2-(piperidin-3-ylamino)quinazolin-6-yl)phenyl)-1-phenylmethanesulfonamide